1-(4-(1H-pyrazol-1-yl)pyridin-2-yl)cyclohexane-1,4-diamine N1(N=CC=C1)C1=CC(=NC=C1)C1(CCC(CC1)N)N